methacrylate (methyl methacrylate) CC=C(C(=O)O)C.C(C(=C)C)(=O)O